NC1=C(C(=O)NC)C=CC(=C1)Br 2-amino-4-bromo-N-methylbenzamide